C(OC(CCCCCCCCCCCC)C(COCCCCCCCC\C=C/CCCCCCCC)OCCCCCCCC\C=C/CCCCCCCC)(ON1C(CCC1=O)=O)=O 1-[1,2-bis[(Z)-octadec-9-enoxy]ethyl]tridecyl (2,5-dioxopyrrolidin-1-yl) carbonate